ClC1=NC=C(C(=C1)C1=C(C=NC(=C1)C)C(=O)NC=1SC=2C(=NC=C(N2)N2CCC(CC2)NC)N1)OC 2'-chloro-5'-methoxy-6-methyl-N-(6-(4-(methylamino)piperidin-1-yl)thiazolo[4,5-b]pyrazin-2-yl)-[4,4'-bipyridine]-3-carboxamide